7-fluoro-2-{4-[4-(trifluoromethyl)piperidine-1-carbonyl]-1H-pyrazol-1-yl}-3H,4H-pyrrolo[2,1-f][1,2,4]triazin-4-one FC1=CC=C2C(NC(=NN21)N2N=CC(=C2)C(=O)N2CCC(CC2)C(F)(F)F)=O